CN1N=C(C=C1N)C1CN(CC1)CCC(F)(F)F 1-methyl-3-(1-(3,3,3-trifluoropropyl)pyrrolidin-3-yl)-1H-pyrazol-5-amine